2-(((1-(4-fluorobenzyl)-1H-pyrazol-4-yl)methyl)amino)-5-nitropyrimidine-4-carboxylic acid ethyl ester C(C)OC(=O)C1=NC(=NC=C1[N+](=O)[O-])NCC=1C=NN(C1)CC1=CC=C(C=C1)F